2-(1,3-dihydroisobenzofuran-5-yl)ethanol C1OCC2=CC(=CC=C12)CCO